C[C@@]12CCC[C@H]1[C@@H]1CC[C@H]3CCCC[C@@H]3[C@H]1CC2 5α-oestrane